8-Bromo-N-(5-chloro-6-(2H-1,2,3-triazol-2-yl)pyridin-3-yl)-2-ethynyl-2,3-dihydro-4H-benzo[b][1,4]oxazine-4-carboxamide BrC1=CC=CC2=C1OC(CN2C(=O)NC=2C=NC(=C(C2)Cl)N2N=CC=N2)C#C